1-(3-(3,6-difluoro-9H-carbazol-9-yl)-2-hydroxypropyl)-3-isopropylpiperidin-2-one FC=1C=CC=2N(C3=CC=C(C=C3C2C1)F)CC(CN1C(C(CCC1)C(C)C)=O)O